4,4-Difluorooctane-1,3-diol FC(C(CCO)O)(CCCC)F